C1(=CC=CC=C1)[C@H]1NC(OC1)=O (4R)-4-phenyloxazolidin-2-one